NC1=NC=CC(=C1Cl)OC1=C(C=C(C=C1)NC(=O)C=1C(N(N(C1C)CC(C)(C)O)C1=CC=CC=C1)=O)F N-(4-((2-amino-3-chloropyridin-4-yl)oxy)-3-fluorophenyl)-1-(2-hydroxy-2-methylpropyl)-5-methyl-3-oxo-2-phenyl-2,3-dihydro-1H-pyrazole-4-carboxamide